tert-Butyl ((R)-1-(((S)-1-((5-chloro-2-nitrobenzyl)amino)-1-oxopropan-2-yl)amino)-1-oxo-4-phenylbutan-2-yl)carbamate ClC=1C=CC(=C(CNC([C@H](C)NC([C@@H](CCC2=CC=CC=C2)NC(OC(C)(C)C)=O)=O)=O)C1)[N+](=O)[O-]